C(C(C)C)N(\N=C\C1=CC(=C(C=C1)B(O)O)OC)C=1C2=C(N=CN1)C=CS2 [4-[(E)-[isobutyl-(thieno[3,2-d]pyrimidin-4-yl)hydrazono]methyl]-2-methoxy-phenyl]boronic acid